Cl.C(CC)N1CCC[C@@H]2CC3=C(C[C@@H]12)C=CC(=C3O)O (4aR,10aR)-1-propyl-1,2,3,4,4a,5,10,10a-octahydrobenzo[g]quinoline-6,7-diol hydrochloride